FC1=CC2=C(N=C(O2)N2CC3=CC=C(C(=C3C[C@H]2C(=O)OC)OCC2=CC=C(C=C2)C)OC)C=C1 Methyl (S)-2-(6-fluorobenzo[d]oxazol-2-yl)-6-methoxy-5-((4-methylbenzyl)oxy)-1,2,3,4-tetrahydroisoquinoline-3-carboxylate